2-(1-ethylpiperidin-4-yl)-N-(pyridin-3-yl-methyl)benzo[d]thiazole-6-carboxamide C(C)N1CCC(CC1)C=1SC2=C(N1)C=CC(=C2)C(=O)NCC=2C=NC=CC2